tert-butyl 3,3-difluoro-4-(2-methyl-5-(thiazol-2-ylmethoxy)benzofuran-3-carboxamido)-piperidine-1-carboxylate FC1(CN(CCC1NC(=O)C1=C(OC2=C1C=C(C=C2)OCC=2SC=CN2)C)C(=O)OC(C)(C)C)F